2-(3,5-difluoro-4-hydroxyphenyl)-6,7-dihydrobenzo[b]thiophen-4(5H)-one FC=1C=C(C=C(C1O)F)C1=CC2=C(S1)CCCC2=O